amino-2-(4-chloro-5-((6-hydroxy-5-isopropylpyridin-3-yl)oxy)-6-methylpyridin-2-yl)-1,2,4-triazine-3,5(2H,4H)-dione NN1C(N(N=CC1=O)C1=NC(=C(C(=C1)Cl)OC=1C=NC(=C(C1)C(C)C)O)C)=O